C(CC(C)C)OC=1C=C(C=CC1)C1(CCOCC1)C(=O)N[C@@H](C)C1=CC=C(C(=O)O)C=C1 4-[(1S)-1-[[4-(3-Isopentyloxyphenyl)tetrahydropyran-4-carbonyl]amino]ethyl]benzoic acid